6-methoxypyridin-2-yl-N-((1-phenylethyl)sulfonyl)-4H-1,2,4-triazole-3-carboxamide COC1=CC=CC(=N1)N1C(=NN=C1)C(=O)NS(=O)(=O)C(C)C1=CC=CC=C1